2-hydroxy-1-{4-[4-(2-hydroxy-2-methyl-propionyl)-benzyl]phenyl}-2-methyl-propan-1-ONE OC(C(=O)C1=CC=C(C=C1)CC1=CC=C(C=C1)C(C(C)(C)O)=O)(C)C